3'-(2-((2S,5R)-2-(4-fluorophenyl)-5-(trifluoromethyl)pyrrolidin-1-yl)-2-oxoethyl)-2,3-dihydrospiro[indene-1,5'-oxazolidine]-2',4'-dione FC1=CC=C(C=C1)[C@H]1N([C@H](CC1)C(F)(F)F)C(CN1C(OC2(C1=O)CCC1=CC=CC=C12)=O)=O